2-bromo-6-(5-methyl-4-(o-tolyl)-4H-1,2,4-triazole-3-yl)pyridine BrC1=NC(=CC=C1)C1=NN=C(N1C1=C(C=CC=C1)C)C